C(C)(C)N1C(=NC(=C1)C(F)(F)F)C1=CC=C(CN2N=C3C(N(N=CC3=C2)C2=C(C=CC=C2)C(C)C)=O)C=C1 2-(4-(1-isopropyl-4-(trifluoromethyl)-1H-imidazol-2-yl)benzyl)-6-(2-isopropylphenyl)-2H-pyrazolo[3,4-d]pyridazin-7(6H)-one